C(C1=CC=CC=C1)C=1N(C=2C(=C3CC[C@@H](N(C3=CC2)C(=O)OC)C)N1)[C@@H]1CC[C@@H](CC1)C#N methyl (7S)-2-benzyl-7-methyl-3-[(cis)-4-cyanocyclohexyl]-3H,6H,7H,8H,9H-imidazo[4,5-f]quinoline-6-carboxylate